(R)-N-(2-fluoro-4-(N-(1-(piperidin-4-yl)ethyl)sulfamoyl)phenyl)-2-methylbenzamide hydrochloride Cl.FC1=C(C=CC(=C1)S(N[C@H](C)C1CCNCC1)(=O)=O)NC(C1=C(C=CC=C1)C)=O